C[C@@H]1CN(C[C@@H](N1C=1N=CC2=C(N1)C(=NN2)C=2C=NC(=CC2)N2C[C@H](NCC2)C)C)C(=O)OCCF 2-Fluoroethyl (3R,5S)-3,5-dimethyl-4-(3-(6-((R)-3-methylpiperazin-1-yl)pyridin-3-yl)-1H-pyrazolo[4,3-d]pyrimidin-5-yl)piperazine-1-carboxylate